1-{[(3S)-1-Phenylmethylpyrrolidin-3-yl]amino}propan-2-ol C1(=CC=CC=C1)CN1C[C@H](CC1)NCC(C)O